Aluminum tris-(8-hydroxyquinoline) OC=1C=CC=C2C=CC=NC12.OC=1C=CC=C2C=CC=NC12.OC=1C=CC=C2C=CC=NC12.[Al]